N-(5-(3-chloro-4-fluorobenzyl)pyridin-2-yl)-5-methylpyrazine-2-carboxamide ClC=1C=C(CC=2C=CC(=NC2)NC(=O)C2=NC=C(N=C2)C)C=CC1F